CC1=NN(C2=C1CNCC2)CC21CCC(CC2)(CC1)N (4-((3-methyl-4,5,6,7-tetrahydro-1H-pyrazolo[4,3-c]pyridin-1-yl)methyl)bicyclo[2.2.2]oct-1-yl)amine